CC1=CC=CC=2N=NN(C(C21)=O)C2C(NC(CC2)=O)=O 3-(5-methyl-4-oxo-benzo[d][1,2,3]triazin-3(4H)-yl)piperidine-2,6-dione